C[Si](CCOCN1N=CC=2C(=NC=CC21)C(=O)OC)(C)C methyl 1-((2-(trimethylsilyl)ethoxy)methyl)pyrazolo(4,3-c)pyridine-4-carboxylate